tert-butyl (1-((2-(chloromethyl)-4-fluorophenoxy)methyl)cyclopropyl)carbamate ClCC1=C(OCC2(CC2)NC(OC(C)(C)C)=O)C=CC(=C1)F